2-[4-({[2-(3-{[6-(1-cyano-1-methylethyl)pyridin-3-yl]amino}prop-1-yn-1-yl)-1-(2,2,2-trifluoroethyl)-1H-indol-5-yl]methyl}amino)piperidin-1-yl]-N-(1-methylpiperidin-4-yl)acetamide C(#N)C(C)(C)C1=CC=C(C=N1)NCC#CC=1N(C2=CC=C(C=C2C1)CNC1CCN(CC1)CC(=O)NC1CCN(CC1)C)CC(F)(F)F